5-amino-3-methyl-1,2,4-thiadiazole NC1=NC(=NS1)C